BrC=1C=C(C(=NC1)F)[C@]1([C@@H](CN(CC1)C(C)=O)C)F |r| racemic-cis-1-[4-(5-Bromo-2-fluoropyridin-3-yl)-4-fluoro-3-methylpiperidin-1-yl]ethan-1-one